N1CCC(CC1)OC=1C=CC=C(C(=O)N)C1 5-(piperidin-4-yloxy)benzamide